2-(1-adamantyl)-4,5-dibromo-1-methyl-imidazole C12(CC3CC(CC(C1)C3)C2)C=2N(C(=C(N2)Br)Br)C